NC=1N=NC(=CC1N1C[C@H]2CCC(C1)N2C2=CC(=NC=C2)OC2CC(C2)OC2CCN(CC2)C(=O)OCCCC)Cl Butyl 4-((1r,3r)-3-((4-(3-(3-amino-6-chloropyridazin-4-yl)-3,8-diazabicyclo[3.2.1]octan-8-yl)pyridin-2-yl)oxy)cyclobutoxy)piperidine-1-carboxylate